Cl.FC(C=1C=CC2=C(C1)[C@@H]1NCCC[C@@H]1O2)(F)F (4aS,9bS)-8-(trifluoromethyl)-1,2,3,4,4a,9b-hexahydrobenzofuro[3,2-b]pyridine hydrochloride